[N+](=O)([O-])C1=C(C=CC=C1)N1CCC(CC1)C(=O)N1CCOCC1 [1-(2-Nitrophenyl)piperidine-4-carbonyl]morpholine